N1(N=CC=C1)C=1C=C(CN(C2=CC(=NC=C2)CN2CCOCC2)CC2=CC(=CC=C2)OC)C=CC1 N-(3-(1H-pyrazol-1-yl)benzyl)-N-(3-methoxybenzyl)-2-(morpholinomethyl)pyridin-4-amine